2-(6-bromo-3-ethylsulfonyl-imidazo[1,2-a]pyridin-2-yl)-6-(tri-fluoromethyl)pyrazolo[4,3-c]pyridine BrC=1C=CC=2N(C1)C(=C(N2)N2N=C1C(C=NC(=C1)C(F)(F)F)=C2)S(=O)(=O)CC